2,2',2''-{10-[(2S)-5-(4-butoxyphenyl)-1-methoxy-1-oxopentan-2-yl]-1,4,7,10-tetraazacyclododecane-1,4,7-triyl}triacetic acid C(CCC)OC1=CC=C(C=C1)CCC[C@@H](C(=O)OC)N1CCN(CCN(CCN(CC1)CC(=O)O)CC(=O)O)CC(=O)O